FC1=C(C=C(C=C1)C(O)C1=NC=CN=C1C)C1=NC=NC2=CC(=CC(=C12)F)N1CCOCC1 [4-Fluoro-3-(5-fluoro-7-morpholin-4-ylquinazolin-4-yl)phenyl]-(3-methylpyrazin-2-yl)methanol